tert-butyl 3-(aminomethyl)-3-methylazetidine-1-carboxylate NCC1(CN(C1)C(=O)OC(C)(C)C)C